7-((1r,3r)-3-hydroxycyclobutyl)-1-methylindolin-2-one OC1CC(C1)C=1C=CC=C2CC(N(C12)C)=O